(R)-2-amino-3-(3-(4-chloro-1-isopropyl-1H-pyrazol-5-yl)-5-fluorobenzamido)propanoic acid N[C@@H](C(=O)O)CNC(C1=CC(=CC(=C1)F)C1=C(C=NN1C(C)C)Cl)=O